FC(C1=NN=C(O1)C1=CC(=C(CN2C(N(CC2=O)C2=CC=CC=C2)=O)C=C1)F)F 3-(4-(5-(difluoromethyl)-1,3,4-oxadiazol-2-yl)-2-fluorobenzyl)-1-phenylimidazolidin-2,4-dione